5-bromo-N-(2,6-dioxopiperidin-3-yl)-1H-indazole-7-carboxamide BrC=1C=C2C=NNC2=C(C1)C(=O)NC1C(NC(CC1)=O)=O